5-(tert-Butyl)oxazol C(C)(C)(C)C1=CN=CO1